3,5-dichloro-4-fluoro-phenyl 2,4,6-tri-O-acetyl-3-azido-3-deoxy-1-thio-α-D-galactopyranoside C(C)(=O)O[C@H]1[C@@H](SC2=CC(=C(C(=C2)Cl)F)Cl)O[C@@H]([C@@H]([C@@H]1N=[N+]=[N-])OC(C)=O)COC(C)=O